ClC1=C(C=CC2=C1C(=NC(C(N2)=O)C)C2=C(C=CC=C2F)F)Cl 6,7-dichloro-5-(2,6-difluorophenyl)-3-methyl-1,3-dihydro-1,4-benzodiazepine-2-One